2-(3-{3-[(3,5-dimethyladamantan-1-yl)amino]pyrrolidin-1-yl}-1,2,4-triazin-6-yl)-5-(1H-pyrazol-4-yl)phenol bistrifluoroacetate FC(C(=O)O)(F)F.FC(C(=O)O)(F)F.CC12CC3(CC(CC(C1)(C3)C)C2)NC2CN(CC2)C=2N=NC(=CN2)C2=C(C=C(C=C2)C=2C=NNC2)O